tetradecyl fluorododecyl-sulfonate FCCCCCCCCCCCCS(=O)(=O)OCCCCCCCCCCCCCC